F[C@@H]1C2CC[C@@H](C[C@@H]1N(C=1N=CC(=NC1)C1=C(C=C(C=C1)C1=CC(NC=C1)=O)O)C)N2 4-[4-(5-{[(2R,3S,5S)-2-fluoro-8-azabicyclo[3.2.1]octan-3-yl](methyl)amino}pyrazin-2-yl)-3-hydroxyphenyl]-1,2-dihydropyridin-2-one